N[C@H](CC)C1=CC(=NC2=C(C=C(C=C12)C1=NC(=NC=C1F)NC1CCN(CC1)S(=O)(=O)C1CC1)F)C |r| (±)-4-(4-(1-aminopropyl)-8-fluoro-2-methylquinolin-6-yl)-N-(1-(cyclopropylsulfonyl)piperidin-4-yl)-5-fluoropyrimidin-2-amine